P(=O)(O)(O)C(CC(=O)O)(CC(C(=O)O)P(=O)(O)O)C(=O)O 2,4-diphosphonobutane-1,2,4-tricarboxylic acid